C(C)C1=NN(C=2CNCCC21)C=2C=CC=C1C=CN=CC21 8-(3-ethyl-4,5,6,7-tetrahydro-1H-pyrazolo[3,4-c]pyridin-1-yl)isoquinolin